(2R,6S)-4-(4-(hydroxymethyl)benzyl)-2,6-dimethylpiperazine-1-carboxylic acid tert-butyl ester C(C)(C)(C)OC(=O)N1[C@@H](CN(C[C@@H]1C)CC1=CC=C(C=C1)CO)C